(6S)-6-{[2-(1-methyl-1H-pyrazol-3-yl)[1,2,4]triazolo[1,5-c]quinazolin-5-yl]amino}-1,4-diazacycloheptan-5-one CN1N=C(C=C1)C1=NN2C(=NC=3C=CC=CC3C2=N1)N[C@@H]1C(NCCNC1)=O